methyl-1,3-di-tert-butylimidazolium CC=1N(C=C[N+]1C(C)(C)C)C(C)(C)C